5-[(2S,6R)-4-[7-(2,4-difluorophenyl)-2-(dimethylamino)thiazolo[4,5-d]pyrimidin-5-yl]-6-methyl-morpholin-2-yl]-1-methyl-pyridin-2-one FC1=C(C=CC(=C1)F)C=1C2=C(N=C(N1)N1C[C@@H](O[C@@H](C1)C)C=1C=CC(N(C1)C)=O)N=C(S2)N(C)C